bis(2-methyl-4-naphthylindenyl)hafnium CC=1C(C2=CC=CC(=C2C1)C1=CC=CC2=CC=CC=C12)[Hf]C1C(=CC2=C(C=CC=C12)C1=CC=CC2=CC=CC=C12)C